3-((4-(4-(3-(((5-fluoro-4-oxo-2-(((1-(2,2,2-trifluoroethyl)piperidin-4-yl)thio)methyl)-3,4-dihydroquinazolin-7-yl)oxy)methyl)cyclobutyl)piperazin-1-yl)phenyl)amino)piperidine-2,6-dione FC1=C2C(NC(=NC2=CC(=C1)OCC1CC(C1)N1CCN(CC1)C1=CC=C(C=C1)NC1C(NC(CC1)=O)=O)CSC1CCN(CC1)CC(F)(F)F)=O